C1(CC1)NC(C1=CC(=C(C=C1)C)C=1C=NC(=C(C1)NCC)NC(CO)(C)C)=O N-cyclopropyl-3-(5-(ethylamino)-6-((1-hydroxy-2-methylpropan-2-yl)amino)pyridin-3-yl)-4-methylbenzamide